C1(CCCCC1)C[C@@H](C(=O)OC)NC(=O)OCCC methyl (S)-3-cyclohexyl-2-((propoxycarbonyl)amino)propanoat